2-(4-((4-(cyclopropyl((6-(trifluoromethyl)pyridin-3-yl)methyl)amino)-7H-pyrrolo[2,3-d]pyrimidin-7-yl)methyl)-3-hydroxypiperidin-1-yl)acetamide C1(CC1)N(C=1C2=C(N=CN1)N(C=C2)CC2C(CN(CC2)CC(=O)N)O)CC=2C=NC(=CC2)C(F)(F)F